NC1=C(C=2C(=NC=C(C2S1)F)C=1C2=C(C=3C=NC(=NC3C1F)N1CC(C(C1)O)N1[C@H](CN(CC1)C)C)COC2)C#N 2-Amino-4-(3-(3-((S)-2,4-dimethylpiperazin-1-yl)-4-hydroxypyrrolidin-1-yl)-5-fluoro-7,9-dihydrofuro[3,4-f]quinazolin-6-yl)-7-fluorothieno[3,2-c]pyridine-3-carbonitrile